[Na].FC(C(=O)O)(OC(C(OC(OC(F)(F)F)(F)F)(F)F)(F)F)C(F)(F)F perfluoro-2-methyl-3,6,8-trioxanonanoic acid sodium